OC1=NC=CC(=C1)C=1C=NC(=NC1)C=1C=CC(=C(C#N)C1)OC(C)C 5-(5-(2-hydroxy-pyridin-4-yl)pyrimidin-2-yl)-2-isopropoxy-benzonitrile